C(C=C)[Sn](C)(C)CC=C diallyldimethyl-tin